ClC1=NC=NC(=C1)NN 4-chloro-6-hydrazineylpyrimidine